COC(=O)C=1C(=CC=CC1)C1=CC(=CC=C1)CC1=NC=CC=C1 3'-(pyridin-2-ylmethyl)-[1,1'-Biphenyl]-2-carboxylic acid methyl ester